CC(C1=CC=CC=C1)C=1C=C(C=C(C1O)CCC1=CC(=CC(=C1O)C(C1=CC=CC=C1)C)C)C 2,2'-dimethylenebis(6-α-methyl-benzyl-p-cresol)